N1=CN=C2NC=NC2=C1C=1C(=NC=CC1)NC=1C=CC(=C(C1)NC(C1=CC(=CC(=C1)C(F)(F)F)C(F)(F)F)=O)Cl N-(5-(3-(9H-purin-6-yl)pyridin-2-ylamino)-2-chlorophenyl)-3,5-bis(trifluoromethyl)benzamid